C(C)OC1=NC2=C(N1CC1=CC=C(C=C1)C1=C(C=CC=C1)C=1N=NNN1)C(=CC=C2)C(=O)O 2-ethoxy-1-({4-[2-(2H-1,2,3,4-tetrazol-5-yl)phenyl]phenyl}methyl)-1H-1,3-benzodiazole-7-carboxylic acid